FC1=C(C=C(C(=C1)C)OC(C)C)[N+](=O)[O-] 1-fluoro-4-isopropoxy-5-methyl-2-nitro-benzene